FC(CC(CNC(C)C1=CN=C(C2=CC=CC=C12)OC)N)F 1-(2,2-difluoroethyl)-N2-(1-(1-methoxyisoquinolin-4-yl)ethyl)ethane-1,2-diamine